CN(C)C(=[N+](C)C)NC=1C=2N(C3=CC(=CC=C3N1)C(N([C@@H]1COC3=C1C=CC(=C3)C(F)(F)F)C)=O)N=NN2 (S)-N-((dimethylamino)((8-(methyl(6-(trifluoromethyl)-2,3-dihydrobenzofuran-3-yl)carbamoyl)tetrazolo[1,5-a]quinoxalin-4-yl)amino)methylene)-N-methylmethanaminium